5-chloro-8-(4-fluorophenyl)-2-methylimidazo[1,2-a]pyrazin-6-amine ClC1=C(N=C(C=2N1C=C(N2)C)C2=CC=C(C=C2)F)N